P(=O)(OCC1=CC=CC=C1)(OCC1=CC=CC=C1)O[C@@H]1C(OC2=CC=C(C=C2[C@H]1N1C(CCC1)=O)C#N)(C)C dibenzyl ((3S,4R)-6-cyano-2,2-dimethyl-4-(2-oxopyrrolidin-1-yl) chroman-3-yl) phosphate